[Si](C)(C)(C(C)(C)C)OC[C@@H](C1=CC=C(C=C1)C#C)NC(=O)[C@H]1N(C[C@@H](C1)O)C([C@H](C(C)(C)C)NC(CCCCC(=O)O)=O)=O 6-(((S)-1-((2S,4R)-2-(((R)-2-((tert-butyldimethylsilyl)oxy)-1-(4-ethynylphenyl)ethyl)carbamoyl)-4-hydroxypyrrolidin-1-yl)-3,3-dimethyl-1-oxobutan-2-yl)amino)-6-oxohexanoic acid